methyl 6-bromo-7-(2-(tert-butoxycarbonyl) hydrazino)-3-oxoisoindoline-1-carboxylate BrC1=CC=C2C(NC(C2=C1NNC(=O)OC(C)(C)C)C(=O)OC)=O